C(CCC)(=O)C1=CC(=C(C=N1)C1=NC=C2C=C(N=CC2=C1)CC(=O)N)C [7-(6-butanoyl-4-methylpyridin-3-yl)-2,6-naphthyridin-3-yl]acetamide